ClC1=NC(N2C(N3[C@@]4(CO[C@H](C3)C4)C2([2H])[2H])=C1)=O (3S,11aR)-7-chloro-3,4-dihydro-1H,9H,11H-3,11a-methanopyrimido[6',1':2,3]imidazo[5,1-c][1,4]oxazin-9-one-11,11-d2